{1-[1-Cyclopropyl-3-(2-trifluoromethyl-benzylamino)-1H-pyrazol-4-yl]-ethyl}-[1-(2-fluoro-6-methyl-phenyl)-piperidin-4-yl]-amine C1(CC1)N1N=C(C(=C1)C(C)NC1CCN(CC1)C1=C(C=CC=C1C)F)NCC1=C(C=CC=C1)C(F)(F)F